C(CCCCC)C(C(=O)O)(C)C.C(C(C)C)(=O)OCCCCCC HEXYL ISOBUTYRATE (hexyl 2-methyl-propanoate)